C1(CCCC1)N1C(C=CC2=C1N=C(N=C2)NC2=C(C=C(C=C2)S(=O)(=O)NCCOC2CC1(CN(C1)C(=O)OC(C)(C)C)C2)C)=O Tert-butyl 6-(2-(4-((8-cyclopentyl-7-oxo-7,8-dihydropyrido[2,3-d]pyrimidin-2-yl)amino)-3-methylphenylsulfonamido)ethoxy)-2-azaspiro[3.3]heptane-2-carboxylate